C(CCC)[N+](CCCC)(CCCC)CCCC Tetra(n-butyl)ammonium